N4-(1-methoxy-2-methylpropan-2-yl)-N2-(2-methoxy-4-((4-morpholino-piperidin-1-yl)sulfonyl)phenyl)-5-(trifluoromethyl)-7H-pyrrolo[2,3-d]pyrimidine-2,4-diamine COCC(C)(C)NC=1C2=C(N=C(N1)NC1=C(C=C(C=C1)S(=O)(=O)N1CCC(CC1)N1CCOCC1)OC)NC=C2C(F)(F)F